3-(6-methyl-4-(1-methyl-1H-pyrazol-4-yl)pyridin-2-yl)azetidin CC1=CC(=CC(=N1)C1CNC1)C=1C=NN(C1)C